Benzyl (2R,3S)-3-(2-((4-chloro-3-fluorophenyl)amino)-2-oxoacetamido)-2-(((Z)-1,2,3-tris(tert-butoxycarbonyl)guanidino)methyl)-6-vinylindoline-1-carboxylate ClC1=C(C=C(C=C1)NC(C(=O)N[C@@H]1[C@H](N(C2=CC(=CC=C12)C=C)C(=O)OCC1=CC=CC=C1)CN(\C(=N/C(=O)OC(C)(C)C)\NC(=O)OC(C)(C)C)C(=O)OC(C)(C)C)=O)F